NC1(CCN(CC1)C1=CN=C2C(=N1)NN=C2C=2C(=C(C=CC2)N2CCN(CC2)CC=2C=C(C=CC2)NC2C(NC(CC2)=O)=O)Cl)C 3-((3-((4-(3-(6-(4-amino-4-methylpiperidin-1-yl)-1H-pyrazolo[3,4-b]pyrazin-3-yl)-2-chlorophenyl)piperazin-1-yl)methyl)phenyl)amino)piperidine-2,6-dione